FC(C1=CC=C(C=C1)C=1N=C(OC1)NC=1C=CC(=NC1)C#N)(F)F 5-((4-(4-(trifluoromethyl)phenyl)oxazol-2-yl)amino)pyridinecarbonitrile